C1(=CC=CC=C1)C=1C=C(C=C(C1)C1=CC=CC=C1)B1OC(C(O1)(C)C)(C)C 3,5-diphenyl-1-(4,4,5,5-tetramethyl-1,3,2-dioxaborolan-2-yl)-benzene